ClC1=CNC2=C(C=CC(=C12)Cl)NS(=O)(=O)C1=CC=C(C=C1)S(=O)(=O)N N4-(3,4-dichloro-1H-indol-7-yl)benzene-1,4-disulfonamide